FC1=CC=C(C=C1)C=1N=CN(C1C=1C=CC=2N(C1)C(=CN2)C(=O)N)C[C@H](C)O (S)-6-(4-(4-fluorophenyl)-1-(2-hydroxy-propyl)-1H-imidazol-5-yl)imidazo[1,2-a]pyridine-3-carboxamide